(S)-1-ethyl-6-((4-((2-hydroxy-1-phenylethyl)amino)-5-(3-morpholino-1,2,4-oxadiazol-5-yl)pyrimidin-2-yl)amino)-1,2-dihydro-3H-indazol-3-one C(C)N1NC(C2=CC=C(C=C12)NC1=NC=C(C(=N1)N[C@H](CO)C1=CC=CC=C1)C1=NC(=NO1)N1CCOCC1)=O